C(C=C)(=O)OCCC(COCC1=CC=CC=C1)OC(C=C)=O 4-benzyloxy-1,3-butaneDiol diacrylate